5-(4-fluorophenyl)-1,3,4-oxadiazol-2-amine FC1=CC=C(C=C1)C1=NN=C(O1)N